N,N-bis[(2,4-dimethoxyphenyl)methyl]-2-methoxy-5-[1-methyl-1-(1-methyl-1,2,4-triazol-3-yl)ethyl]benzenesulfonamide COC1=C(C=CC(=C1)OC)CN(S(=O)(=O)C1=C(C=CC(=C1)C(C)(C1=NN(C=N1)C)C)OC)CC1=C(C=C(C=C1)OC)OC